1-(3-(tert-butyl)-1-phenyl-1H-pyrazol-5-yl)-3-(2-fluoro-4-phenoxyphenyl)urea C(C)(C)(C)C1=NN(C(=C1)NC(=O)NC1=C(C=C(C=C1)OC1=CC=CC=C1)F)C1=CC=CC=C1